ditolyl-sulfonium hexafluorophosphate F[P-](F)(F)(F)(F)F.C1(=C(C=CC=C1)[SH+]C1=C(C=CC=C1)C)C